NC1=NC=2C=CC(=CC2C2=C1C=NN2C)C(=O)N([C@@H]2COCC1=NC(=CC=C12)C)C 4-amino-N,1-dimethyl-N-((5S)-2-methyl-5,8-dihydro-6H-pyrano[3,4-b]pyridin-5-yl)-1H-pyrazolo[4,3-c]quinoline-8-carboxamide